(2-(((1S,3S,5S)-5-methyl-2-((phenoxathiine-3-carbonyl)glycyl)-2-azabicyclo[3.1.0]hexane-3-carboxamido)methyl)-1H-indol-5-yl)boronic acid C[C@@]12C[C@H](N([C@H]2C1)C(CNC(=O)C=1C=CC=2SC3=CC=CC=C3OC2C1)=O)C(=O)NCC=1NC2=CC=C(C=C2C1)B(O)O